chloro-2-aminobiphenyl sulfate S(=O)(=O)(O)O.ClC=1C(=C(C=CC1)C1=CC=CC=C1)N